5'-methoxy-2',6-dimethyl-N-(6-(tetrahydro-2H-pyran-3-yl)thiazolo[4,5-b]pyrazin-2-yl)-[4,4'-bipyridine]-3-carboxamide COC=1C(=CC(=NC1)C)C1=C(C=NC(=C1)C)C(=O)NC=1SC=2C(=NC=C(N2)C2COCCC2)N1